N,N-dimethylaminopropylmethacrylamide CCCC=C(C)C(=O)N(NC)NC